isopropyl (S)-2-((R)-2,2-dimethyl-1,3-dioxolan-4-yl)-2-((triisopropylsilyl)oxy)acetate CC1(OC[C@@H](O1)[C@@H](C(=O)OC(C)C)O[Si](C(C)C)(C(C)C)C(C)C)C